2-oxo-1-(pyridin-2-yl)-1,2,4,5,6,7-hexahydropyrazolo[1,5-a]pyridine-3-carboxylic acid ethyl ester C(C)OC(=O)C=1C(N(N2C1CCCC2)C2=NC=CC=C2)=O